FC(C=1C=C(C=C(C1)C(F)(F)F)C1(NC=C(C(=N1)NC1=CC=C2CCNCC2=C1)C=1C=NN(C1)C(C)C)N)(F)F 2-(3,5-bis(trifluoromethyl)phenyl)-5-(1-isopropyl-1H-pyrazol-4-yl)-N4-(1,2,3,4-tetrahydroisoquinolin-7-yl)pyrimidine-2,4-diamine